4-((2R,3S,4S,5R)-3-(5-chloro-3,4-difluoro-2-methoxyphenyl)-4,5-dimethyl-5-(trifluoromethyl)tetrahydrofuran-2-carboxamido)picolinamide ClC=1C(=C(C(=C(C1)[C@H]1[C@@H](O[C@]([C@H]1C)(C(F)(F)F)C)C(=O)NC1=CC(=NC=C1)C(=O)N)OC)F)F